BrC1=CC=C(C=C1)C(CC#N)CC#N 3-(4-bromophenyl)-glutaronitrile